N-[5-(2,5-dimethylpyrrol-1-yl)-6-methyl-1H-pyrrolo[3,2-b]pyridin-2-yl]benzamide CC=1N(C(=CC1)C)C1=C(C=C2C(=N1)C=C(N2)NC(C2=CC=CC=C2)=O)C